(2R,3R,11bR)-9-((2-oxabicyclo[2.1.1]hex-1-yl)methoxy)-3-(tert-butoxy)-10-methoxy-1,3,4,6,7,11b-hexahydro-2H-pyrido[2,1-a]isoquinolin-2-ol C12(OCC(C1)C2)COC=2C=C1CCN3[C@@H](C1=CC2OC)C[C@H]([C@@H](C3)OC(C)(C)C)O